C1C(CC2=CC=CC=C12)NC(=O)C1=NC=CN=C1NC(=O)N1CCCCC1 N-(2,3-dihydro-1H-inden-2-yl)-3-(piperidine-1-carboxamido)pyrazine-2-carboxamide